acetic acid (E)-9-tetradecenyl ester C(CCCCCCC\C=C\CCCC)OC(C)=O